OC(CC(NOC(NON(CC=1N=C(SC1)C(C)C)C)C(C)C)CC1=CC=CC=C1)C(NC)CC1=CC=CC=C1 10-hydroxy-2-methyl-5-(1-methylethyl)-1-[2-(1-methylethyl)-4-thiazolyl]-3,6-dioxa-8,11-bis(phenylmethyl)-2,4,7,12-tetraazatridecane